Cl.N1C(CCCC1=O)=O piperidine-2,6-dione HCl